methyl 3-amino-1-(1,2,3,4-tetrahydro-quinoline-4-carbonyl)-4,5-dihydro-1H-pyrazolo[3,4-c]pyridine-6(7H)-carboxylate NC1=NN(C=2CN(CCC21)C(=O)OC)C(=O)C2CCNC1=CC=CC=C21